FC1=C2C=C(C=NC2=CC=C1F)N 5,6-difluoroquinolin-3-amine